(5-((2-(4-carbamoylphenyl)-2-oxoethyl)thio)-1H-tetrazol-1-yl)benzoic acid C(N)(=O)C1=CC=C(C=C1)C(CSC1=NN=NN1C1=C(C(=O)O)C=CC=C1)=O